C[C@H]1N(CC[C@@H](C1)CC1=CC=2N(C=C1)N=CC2N2C(NC(CC2)=O)=O)CC2CCOCC2 1-(5-(((2R,4S)-2-methyl-1-((tetrahydro-2H-pyran-4-yl)methyl)piperidin-4-yl)methyl)pyrazolo[1,5-a]pyridin-3-yl)dihydropyrimidine-2,4(1H,3H)-dione